C(C)(=O)OC=1C=C(C=O)C=CC1OC(C)=O 3,4-diacetoxybenzaldehyde